2-((dimethylamino)methyl)-4-(4-fluorophenyl)-1-phenylcyclohexane-1-ol CN(C)CC1C(CCC(C1)C1=CC=C(C=C1)F)(O)C1=CC=CC=C1